CN(C)CC1(CC1)COC=1N=C(C2=C(N1)C(=C(N=C2)C2=CC(=CC1=CC=C(C(=C21)CC)F)O)F)OCC(F)(F)F 4-(2-((1-((dimethylamino)methyl)cyclopropyl)methoxy)-8-fluoro-4-(2,2,2-trifluoroethoxy)pyrido[4,3-d]pyrimidin-7-yl)-5-ethyl-6-fluoronaphthalen-2-ol